C(C)C(CCOCCOCCOCCNC=O)(C(=O)[O-])NC(C1=NC(=C(C=C1)N1CC(C1)OC)OC[C@@H]1[C@H](C1)CO)=O 14-ethyl-14-(6-(((1S,2S)-2-(hydroxymethyl)cyclopropyl)methoxy)-5-(3-methoxyazetidin-1-yl)picolinamido)-1-oxo-5,8,11-trioxa-2-azapentadecan-15-oate